C1=C(C(=CC(=C1C(=O)O)C(=O)O)C(=O)O)C(=O)O The molecule is a tetracarboxylic acid that is benzene substituted by four carboxy groups at positions 1, 2, 4 and 5 respectively. It is a member of benzoic acids and a tetracarboxylic acid.